FC1=C(C(=O)N2CCC(CC2)N2CC(C2)(N2N=CC(=C2)C=2C3=C(N=CN2)NC=C3)CC#N)C=CN=C1C(F)(F)F {1-{1-[3-Fluoro-2-(trifluoromethyl)-isonicotinoyl]-piperidin-4-yl}-3-[4-(7H-pyrrolo-[2,3-d]pyrimidin-4-yl)-1H-pyrazol-1-yl]azetidin-3-yl}acetonitrile